L-aspartic acid di-tert-butyl ester C(C)(C)(C)OC([C@@H](N)CC(=O)OC(C)(C)C)=O